4-[(E)-2-(3-quinolinyl)-vinyl]benzoic acid N1=CC(=CC2=CC=CC=C12)/C=C/C1=CC=C(C(=O)O)C=C1